piperidine-3-carboxamide HCl Cl.N1CC(CCC1)C(=O)N